O1[CH-]NC2C1=CC=CC2=O (3H)-benzoxazolidone